ClC1=CC2=C(N=N1)N(C(C2)C)C2CC(C2)(O)C (1s,3s)-3-(3-chloro-6-methyl-5,6-dihydro-7H-pyrrolo[2,3-c]pyridazin-7-yl)-1-methylcyclobutanol